N1CCCC2=C1C=1N(C=CC2)N=C2C1CN(C=C2)C(=O)[O-] tetrahydro-5H-pyrido[2,3-c]pyrido[4',3':3,4]pyrazolo[1,5-a]azepine-12(13H)-carboxylate